imidazo-[1,5-c]oxazol-7-one C1=C2N(CO1)C=NC2=O